OC(C)(C)C1CC(NCC1)=O 4-(2-hydroxypropan-2-yl)piperidin-2-one